N1=CC=C(C=C1)C1=CC2=C(C=N1)CC(N2)=O 6-(pyridin-4-yl)-1,3-dihydro-2H-pyrrolo[3,2-c]pyridin-2-one